5-(3-bromo-propylidene)-5H-dibenzo[a,d]cycloheptene BrCCC=C1C2=C(C=CC3=C1C=CC=C3)C=CC=C2